C(CCCCCCCCCCCCCCCCCCCCCC)(=O)OCC ethyl tricosanoate